potassium 1-((benzyloxy) methyl) cyclopropane-1-sulfonate C1(CC1)S(=O)(=O)OCOCC1=CC=CC=C1.[K]